4-[(2-Ethylpyridin-3-yl)amino]piperidine-1-carboxylic acid tert-butyl ester C(C)(C)(C)OC(=O)N1CCC(CC1)NC=1C(=NC=CC1)CC